C(C)(C)(C)OC(N[C@@H](CC=C)C1=CC(=CC=C1)Br)=O N-[(1S)-1-(3-bromophenyl)but-3-en-1-yl]carbamic acid tert-butyl ester